C(C)OC1=CC(=CC(=N1)N1C(C2=CC(=CC=C2C1)CNCC1(CCC1)O)=O)C1=C(C=C(C=C1)F)C1=NN=CN1C 2-{6-Ethoxy-4-[4-fluoro-2-(4-methyl-1,2,4-triazol-3-yl)phenyl]pyridin-2-yl}-6-({[(1-hydroxycyclobutyl)methyl]amino}methyl)-3H-isoindol-1-one